1-Cyclopropyl-7-{[2-(dimethylamino)ethyl]amino}-6-fluoro-3-({[(3S)-1-(6-methylpyridin-3-yl)piperidin-3-yl][(2-methylpyridin-4-yl)methyl]amino}methyl)-1,4-dihydroquinolin-4-one C1(CC1)N1C=C(C(C2=CC(=C(C=C12)NCCN(C)C)F)=O)CN(CC1=CC(=NC=C1)C)[C@@H]1CN(CCC1)C=1C=NC(=CC1)C